(S)-4-(6-((2-methoxy-4-(trifluoromethyl)benzyl)oxy)pyridin-2-yl)-2-methylpiperazin COC1=C(COC2=CC=CC(=N2)N2C[C@@H](NCC2)C)C=CC(=C1)C(F)(F)F